METHYL (2R)-2-AMINO-3-(5-FORMYL(3-PYRIDYL))PROPANOATE N[C@@H](C(=O)OC)CC=1C=NC=C(C1)C=O